FC1=C(C=CC(=C1)OC1=NN(C=C1)C=1C=NC(=C(C1)F)C)NC=1C2=C(N=CN1)NC=C2C2CCN(CC2)C(C=C)=O 1-(4-(4-((2-fluoro-4-((1-(5-fluoro-6-methylpyridin-3-yl)-1H-pyrazol-3-yl)oxy)phenyl)amino)-7H-pyrrolo[2,3-d]pyrimidin-5-yl)piperidin-1-yl)prop-2-en-1-one